N1CC(C1)C1=CC=C(C=C1)C=1C(=NN(C1)C)C(F)(F)F 4-[4-(Azetidin-3-yl)phenyl]-1-methyl-3-(trifluoromethyl)pyrazole